S(=O)(=O)(O)CCC/C(/C(=O)O)=C/C(=O)O sulfopropyl-maleic acid